C1(CC1)C=1C=C(C=2C(N(CC2C1)C1C(NC(CC1)=O)=O)=O)C#N 6-cyclopropyl-2-(2,6-dioxopiperidin-3-yl)-3-oxoisoindoline-4-carbonitrile